NC1=C(SC2=NC=CC(=C21)N2CCN(CCC2)C2=CC=C(C=C2)CC(=O)N(C)C)C(=O)N 3-amino-4-(4-(4-(2-(dimethylamino)-2-oxoethyl)phenyl)-1,4-diazepan-1-yl)thieno[2,3-b]pyridine-2-carboxamide